ClC1=NC=CC(=C1)SC 2-chloro-4-(methylthio)pyridine